ClC1=CC=C(C=C1)[C@H](C)NC([C@@H]1N(CCC1)C(=O)[C@@H]1CN(CCC1)S(=O)(=O)N1CC(C1)C#N)=O N-((1S)-1-(4-chlorophenyl)ethyl)-1-(((3S)-1-((3-cyano-1-azetidinyl)sulfonyl)-3-piperidinyl)carbonyl)-D-prolinamide